2-(2-Fluoro-4-(6-(4-nitrobenzyloxy)pyridin-2-yl)benzyl)-1-((tetrahydrofuran-2-yl)methyl)-1H-benzo[d]imidazol FC1=C(CC2=NC3=C(N2CC2OCCC2)C=CC=C3)C=CC(=C1)C1=NC(=CC=C1)OCC1=CC=C(C=C1)[N+](=O)[O-]